(S)-N-methyl-4-((4-(4-(pyrrolidin-3-yl)-1H-pyrazol-1-yl)-5-(trifluoromethyl)pyrimidin-2-yl)amino)benzenesulfonamide CNS(=O)(=O)C1=CC=C(C=C1)NC1=NC=C(C(=N1)N1N=CC(=C1)[C@H]1CNCC1)C(F)(F)F